3-[N-(4-diphenylaminophenyl)-N-phenylamino]benzene C1(=CC=CC=C1)N(C1=CC=C(C=C1)N(C1=CC=CC=C1)C=1C=CC=CC1)C1=CC=CC=C1